O[C@@H](C(=O)O)[C@H](C(=O)O)O.ClC1=CC=C(C=C1)C(=C)C(F)F 1-chloro-4-(3,3-difluoroprop-1-en-2-yl)benzene (2R,3R)-2,3-dihydroxysuccinate